BrCC(=O)C1=CC(=CC=2N=CCOC21)OCC2=CC=CC=C2 8-(bromoacetyl)-6-benzyloxy-2H-1,4-benzoxazine